tert-butyl (3R,4S)-4-((6-(1-(5-(cyclopropylcarbamoyl)-4-fluoro-2-methylphenyl)-1H-pyrazol-4-yl)pyridazin-4-yl)amino)-3-fluoropiperidine-1-carboxylate C1(CC1)NC(=O)C=1C(=CC(=C(C1)N1N=CC(=C1)C1=CC(=CN=N1)N[C@@H]1[C@@H](CN(CC1)C(=O)OC(C)(C)C)F)C)F